5-amino-N-{2-[3-amino-4-(2-methoxyethoxy)pyrrolidin-1-yl]-3-fluoro-5,6,7,8-tetrahydroquinolin-6-yl}-2,4-dimethylthieno[2,3-d]pyrimidine-6-carboxamide NC1=C(SC=2N=C(N=C(C21)C)C)C(=O)NC2CC=1C=C(C(=NC1CC2)N2CC(C(C2)OCCOC)N)F